tris(2,5-di-tert-butyl-4-(2-cyanoethoxy) phenyl) phosphate P(=O)(OC1=C(C=C(C(=C1)C(C)(C)C)OCCC#N)C(C)(C)C)(OC1=C(C=C(C(=C1)C(C)(C)C)OCCC#N)C(C)(C)C)OC1=C(C=C(C(=C1)C(C)(C)C)OCCC#N)C(C)(C)C